tert-butyl octahydroxy-1H-pyrrolo[2,3-c]pyridin-1-carboxylate OC=1C(C2(C(=CN1)N(C(C2(O)O)(O)O)C(=O)OC(C)(C)C)O)(O)O